CN1S(C2=C(OCC1)C=CC(=C2)B2OC(C(O2)(C)C)(C)C)(=O)=O 2-methyl-8-(4,4,5,5-tetramethyl-1,3,2-dioxaborolan-2-yl)-3,4-dihydro-2H-benzo[b][1,4,5]oxathiazepine 1,1-dioxide